ClC1=CC(=C(C(=O)NCCCCCCCC(=O)O)C=C1)O.N1=CNC=C1 3H-imidazole 8-(4-chloro-2-hydroxybenzoamido)octanoate